tert-butyl (4-(1H-pyrrol-1-yl)benzyl)(5-chloro-3-cyclopropylpyrazolo[1,5-a]pyrimidin-7-yl)carbamate N1(C=CC=C1)C1=CC=C(CN(C(OC(C)(C)C)=O)C2=CC(=NC=3N2N=CC3C3CC3)Cl)C=C1